(S)-1-(2-fluoro-4-methoxyphenyl)ethan-1-amine Hydrochloride Cl.FC1=C(C=CC(=C1)OC)[C@H](C)N